Phenylbenzoselenopheneyl[bis(dimethylfluorenyl)triazineyl]benzene C1(=CC=CC=C1)C=1C(=C(C=CC1)C1=NN=NC(=C1C1=C(C(=CC=2C3=CC=CC=C3CC12)C)C)C1=C(C(=CC=2C3=CC=CC=C3CC12)C)C)C=1[Se]C2=C(C1)C=CC=C2